[S].[Li].[C] carbon lithium sulfur